N1=C(C=CC=C1C1=C(C=CC=C1)C=1SC=C(C1O)C1=CC=C(C=C1)F)C1=C(C=CC=C1)C=1SC=C(C1O)C1=CC=C(C=C1)F 2,2'-(pyridine-2,6-diylbis(2,1-phenylene))bis(4-fluorophenylthiophen-3-ol)